N-(3-(2-(2-oxabicyclo[2.1.1]hexan-1-yl)-5-(2-((2,2-dioxido-2-thiaspiro[3.3]heptan-6-yl)amino)pyrimidin-4-yl)thiazol-4-yl)-2-fluorophenyl)-2,6-difluorobenzenesulfonamide C12(OCC(C1)C2)C=2SC(=C(N2)C=2C(=C(C=CC2)NS(=O)(=O)C2=C(C=CC=C2F)F)F)C2=NC(=NC=C2)NC2CC1(CS(C1)(=O)=O)C2